F[C@@H]1C(NC(C[C@@H]1OC1=CC=C(N=N1)C1=NC=C(C=C1O)C=1N=CC=2N(C1)C=CN2)(C)C)(C)C 2-(6-{[(3R,4S)-3-fluoro-2,2,6,6-tetramethylpiperidin-4-yl]oxy}pyridazin-3-yl)-5-(imidazo[1,2-a]pyrazin-6-yl)pyridin-3-ol